CC=1C(=NC=C(C1)C)C1CCN(CC1)C(=O)C1=CC=C(C=C1)[C@@]1(C(NC(N1)=O)=O)C(C)C (R)-5-[4-(3,5-dimethyl-3',4',5',6'-tetrahydro-2'H-[2,4']bipyridinyl-1'-carbonyl)phenyl]-5-isopropylimidazolidine-2,4-dione